2-((3S,4R)-4-hydroxy-3-((R)-5H-imidazo[5,1-a]isoindol-5-yl)piperidin-1-yl)acetonitrile O[C@H]1[C@@H](CN(CC1)CC#N)[C@H]1N2C(C3=CC=CC=C13)=CN=C2